(1r,3s)-3-(Boc-amino)cyclopentane-1-carboxylic acid C(=O)(OC(C)(C)C)N[C@@H]1C[C@@H](CC1)C(=O)O